C(CCC)N(C(O)=O)C(COC=1C=C2C=CN=C(C2=CC1)NC=1C=NC(=CC1)Cl)(C(C)C)C.BrC1=CC=CC=2N(C(N(C21)C2CC2)=O)C2N(CCNC2)CC2=CC=C(C=C2)OC (4-bromo-3-cyclopropyl-2-oxo-benzoimidazol-1-yl)-1-[(4-methoxyphenyl)methyl]Piperazine butyl-(1-((1-((6-chloropyridin-3-yl)amino)isoquinolin-6-yl)oxy)-2,3-dimethylbutan-2-yl)carbamate